C(C)(C)(C)OC(=O)N1CCC(CC1)CN(C)C1CCC(=C(C1)C(=O)OC)C1=CC=C(C=C1)Cl 4-(((4'-chloro-6-(methoxycarbonyl)-2,3,4,5-tetrahydro-[1,1'-biphenyl]-4-yl)(methyl)amino)methyl)piperidine-1-carboxylic acid tert-butyl ester